amino-methyl-benzoic acid NC=1C(=C(C(=O)O)C=CC1)C